N-[3-(5-chloro-1,3-benzoxazol-2-yl)-3-azaspiro[5.5]undecan-9-yl]-5-methylsulfinyl-furan-2-carboxamide ClC=1C=CC2=C(N=C(O2)N2CCC3(CC2)CCC(CC3)NC(=O)C=3OC(=CC3)S(=O)C)C1